OCC(C)(C)S(=O)(=O)C1=CC(=C(C(=O)NC2=NC(=CC=C2)N2C[C@H](OCC2)C)C=C1)N1CCC2(CC2)CC1 (R)-4-((1-Hydroxy-2-methylpropan-2-yl)sulfonyl)-N-(6-(2-methylmorpholino)pyridin-2-yl)-2-(6-azaspiro[2.5]octan-6-yl)benzamide